CNC(=O)N1CCN(CC1)C(=O)OC(C)(C)C tert-butyl 4-(methylcarbamoyl)piperazine-1-carboxylate